3,4-difluoro-N1-methylbenzene-1,2-diamine FC1=C(C(=CC=C1F)NC)N